N-[(4-Chloropyrimidin-2-yl)methyl]acetamide ClC1=NC(=NC=C1)CNC(C)=O